4-(6-(6-fluoroquinazolin-4-yl)-8-methyl-5,6,7,8-tetrahydro-1,6-naphthyridin-3-yl)morpholine FC=1C=C2C(=NC=NC2=CC1)N1CC=2C=C(C=NC2C(C1)C)N1CCOCC1